6-((2,6-dimethylpyrimidin-4-yl)amino)-1-(4-fluoro-3-methoxyphenyl)-1,2-dihydro-3H-pyrazolo[4,3-c]pyridin-3-one CC1=NC(=CC(=N1)NC1=CC2=C(C=N1)C(NN2C2=CC(=C(C=C2)F)OC)=O)C